FC1(CC(C1)C(=O)NC=1N=CC2=CC=C(C=C2C1)C1=CN=C2N1CCNC2)F 3,3-difluoro-N-(6-(5,6,7,8-tetrahydroimidazo[1,2-a]pyrazin-3-yl)isoquinolin-3-yl)cyclobutanecarboxamide